N1=CNC2=C1C=1C=3C=CC=CC3C=CC1C=C2 phenanthro[4,3-d]imidazole